CC1=CC=CC(=N1)C1=NC=CC(=N1)NC1=NC(=NC=C1)NC1=CC=C(C=C1)C1NCCNC1 N4-[2-(6-methyl-2-pyridyl)pyrimidin-4-yl]-N2-(4-piperazin-2-ylphenyl)pyrimidine-2,4-diamine